C1(=C(C=CC=C1)C12NC(C(CC1)CC2)C(=O)OCC)C ethyl 2-tolyl-2-azabicyclo[2.2.2]octane-3-carboxylate